CC1(C=2C=CC=CC2C(CC1)(C)C)C 5,5,8,8-tetramethyl-5,6,7,8-tetrahydronaphthalen